N1=C(C=CC=C1)SN1C(C2=CC=CC=C2C1=O)=O 2-(2-pyridylthio)-1H-isoindole-1,3(2H)-dione